3-iodo-1-isopropyl-1,4,6,7-tetrahydropyrano[4,3-c]pyrazole-6-carboxylic acid methyl ester COC(=O)C1CC=2N(N=C(C2CO1)I)C(C)C